CN1CCC(CC1)CC=O 2-(1-methylpiperidin-4-yl)acetaldehyde